[(3R)-pyrrolidin-3-yl] 4-[6-[5-(6-methyl-2-pyridyl)-1H-imidazol-4-yl]-3-quinolyl]cyclohex-3-ene-1-carboxylate CC1=CC=CC(=N1)C1=C(N=CN1)C=1C=C2C=C(C=NC2=CC1)C1=CCC(CC1)C(=O)O[C@H]1CNCC1